ClC=1C=C(OC2=CC=C(CC3(NC(=NC=4N3N=CC4C(C)C)NC4CCOCC4)N)C=C2)C=CC1F 4-(4-(3-chloro-4-fluorophenoxy)benzyl)-8-isopropyl-N2-(tetrahydro-2H-pyran-4-yl)pyrazolo[1,5-a][1,3,5]triazine-2,4-diamine